FC(C1=C(C=C(C=C1F)C1=C(C=C(C=C1)C1=CC=C(C=C1)CCCCC)F)F)(OC1=CC(=C(C(=C1)F)F)F)F 4-[Difluoro(3,4,5-trifluorophenoxy)methyl]-3,5,2'-trifluoro-4''-pentyl[1,1':4',1'']terphenyl